C(C1=CC(O)=C(O)C(O)=C1)(=O)C([C@H]([C@H]([C@@H]([C@H](C=O)O)O)O)O)(O)C(C1=CC(O)=C(O)C(O)=C1)=O di-galloyl-glucose